ClC1=C(C(=O)Cl)C=CC(=C1)OC1=C(C=CC=2C=COC21)C 2-chloro-4-((6-methylbenzofuran-7-yl)oxy)benzoyl chloride